6-phenylisoindolin-1-one C1(=CC=CC=C1)C1=CC=C2CNC(C2=C1)=O